1-(6-(2-oxa-8-azaspiro[4.5]decan-8-yl)pyrimidin-4-yl)-4-(1H-1,2,3-triazole-1-yl)-1H-pyrazol-5-ol sodium [Na].C1OCCC12CCN(CC2)C2=CC(=NC=N2)N2N=CC(=C2O)N2N=NC=C2